tert-butyl (R)-4-(2-(3-(((5-fluoro-2-hydroxyphenyl)(1H-indol-2-yl)methyl)carbamoyl)-5-methylphenyl)pyrimidin-5-yl)piperazine-1-carboxylate FC=1C=CC(=C(C1)[C@H](C=1NC2=CC=CC=C2C1)NC(=O)C=1C=C(C=C(C1)C)C1=NC=C(C=N1)N1CCN(CC1)C(=O)OC(C)(C)C)O